3-((13S,15R)-13-methyl-17-oxo-7,8,9,11,12,13,14,15,16,17-decahydro-6H-cyclopenta[a]phenanthren-15-yl)-N-(6-methylpyridazin-3-yl)propanamide C[C@@]12C(C[C@H](C1C1CCC=3C=CC=CC3C1CC2)CCC(=O)NC=2N=NC(=CC2)C)=O